4-bromo-2-nitrobenzene-1-sulfonamide BrC1=CC(=C(C=C1)S(=O)(=O)N)[N+](=O)[O-]